3-(4-((1H-imidazol-1-yl)methyl)phenyl)-N-(tert-butyl)-5-isobutyl-4-methylthiophene-2-sulfonamide N1(C=NC=C1)CC1=CC=C(C=C1)C1=C(SC(=C1C)CC(C)C)S(=O)(=O)NC(C)(C)C